C(C)(C)(C)OC(N(C=1C(N(N=C(C1)CO)C)=O)C(=O)OC(C)(C)C)=O N-tert-Butoxycarbonyl-N-[6-(hydroxymethyl)-2-methyl-3-oxo-pyridazin-4-yl]carbamic acid tert-butyl ester